(1R,2S)-2-methylcyclobutyl (8-amino-7-fluoro-6-(8-methyl-2,3-dihydro-1H-pyrido[2,3-b][1,4]oxazin-7-yl)isoquinolin-3-yl)carbamate NC=1C(=C(C=C2C=C(N=CC12)NC(O[C@H]1[C@H](CC1)C)=O)C1=C(C2=C(OCCN2)N=C1)C)F